ClC1=NC=CC(=N1)SC1=CC(=C2N(C1=O)C1(NC2=O)CCCCC1)C 6'-((2-chloropyrimidin-4-yl)thio)-8'-methyl-2'H-spiro[cyclohexane-1,3'-imidazo[1,5-a]pyridine]-1',5'-dione